C1(CC1)C1=CC=C(C=N1)NC1=NC(=NC=C1C(=O)NC)N1CC(CC1)C(NC)=O 4-((6-cyclopropylpyridin-3-yl)amino)-N-methyl-2-(3-(methylcarbamoyl)pyrrolidin-1-yl)pyrimidine-5-carboxamide